5-((1-(4-(3-(5-(tert-butyl)isoxazol-3-yl)ureido)phenyl)-1H-Benzo[d]imidazol-5-yl)oxy)-N-(2-(2,6-dioxopiperidin-3-yl)-1-oxoisoindol-4-yl)pentaneAmide C(C)(C)(C)C1=CC(=NO1)NC(NC1=CC=C(C=C1)N1C=NC2=C1C=CC(=C2)OCCCCC(=O)NC2=C1CN(C(C1=CC=C2)=O)C2C(NC(CC2)=O)=O)=O